3,5-bis(trifluoromethyl)-4'-iodobiphenyl FC(C=1C=C(C=C(C1)C(F)(F)F)C1=CC=C(C=C1)I)(F)F